17-(3-pyridinyl)androsta-5,16-dien-3beta-ol N1=CC(=CC=C1)C=1[C@]2(C)[C@@H](CC1)[C@@H]1CC=C3C[C@H](CC[C@]3(C)[C@H]1CC2)O